3,15-Dimethylheptatriacontane CC(CC)CCCCCCCCCCCC(CCCCCCCCCCCCCCCCCCCCCC)C